tert-butyl (Z)-(4-(4-(((4-azidobenzyl)oxy)(4-(N,N-dimethylsulfamoyl)phenyl)methyl)-1H-1,2,3-triazol-1-yl)-3-fluorobut-2-en-1-yl)carbamate N(=[N+]=[N-])C1=CC=C(COC(C=2N=NN(C2)C/C(=C/CNC(OC(C)(C)C)=O)/F)C2=CC=C(C=C2)S(N(C)C)(=O)=O)C=C1